O=C1C(=CC(C2=CC=CC=C12)=O)N[C@@H](C(=O)NC1=CC(=C(C=C1)F)Br)CC1=CC=CC=C1 (R)-2-((1,4-dioxo-1,4-dihydronaphthalen-2-yl)amino)-3-phenyl-N-(3-bromo-4-fluorophenyl)-propionamide